1-(5-Ethynyl-2-{[4-(morpholin-4-yl)phenyl]amino}pyrido[2,3-d]pyrimidin-7-yl)-3-methyl-1,3-diazaspiro[4.4]nonan-2-one C(#C)C1=CC(=NC=2N=C(N=CC21)NC2=CC=C(C=C2)N2CCOCC2)N2C(N(CC21CCCC1)C)=O